CN1C(=NC=2C1=C1C(=NC2C)C=C(S1)C1=NNC=C1)CCCO 3-(1,4-dimethyl-7-(1H-pyrazol-3-yl)-1H-imidazo[4,5-d]thieno[3,2-b]pyridin-2-yl)propanol